ClC1=CC(=C(C=C1OC(F)F)NS(=O)(=O)C1=CNC=C1C1=CC(=CC=C1)F)F N-[4-chloro-5-(difluoromethoxy)-2-fluorophenyl]-4-(3-fluorophenyl)-1H-pyrrole-3-sulfonamide